FC(C(=O)[O-])(F)F.[NH2+]1CCCCC1 piperidin-1-ium 2,2,2-trifluoro-acetate